CC([C@@H](C(=O)OCC)NC(=O)C1=CN=C(O1)C1=CC(=CC=C1)C1=NNC(=C1)C(NC(C(F)(F)F)C)=O)C (2S)-ethyl 3-methyl-2-(2-(3-(5-((1,1,1-trifluoropropan-2-yl)carbamoyl)-1H-pyrazol-3-yl)phenyl)oxazole-5-carboxamido)butanoate